C(=O)(O)CN(CC(CN(CC(=O)O)C)O)CC(=O)O N-[3-[bis(carboxymethyl)amino]-2-hydroxypropyl]-N-methyl-Glycine